5-(4-chlorophenyl)-2-(4-fluorophenyl)-8-isopropyl-7-methyl-2,5,8-triazaspiro[3.5]nonane-6,9-dione ClC1=CC=C(C=C1)N1C2(CN(C2)C2=CC=C(C=C2)F)C(N(C(C1=O)C)C(C)C)=O